BrC1=CC(=C(C=C1OC)CC(COC)NC(OC(C)(C)C)=O)OC tert-butyl (1-(4-bromo-2,5-dimethoxyphenyl)-3-methoxypropan-2-yl)carbamate